FC=1C=2C(C3N(C(C2C=CC1)C)C(CC3)=O)F 9,10-Difluoro-5-methyl-1,5,10,10a-tetrahydropyrrolo[1,2-b]isoquinolin-3(2H)-one